1-heneicosanoyl-2-(6Z,9Z,12Z-octadecatrienoyl)-glycero-3-phosphocholine CCCCCCCCCCCCCCCCCCCCC(=O)OC[C@H](COP(=O)([O-])OCC[N+](C)(C)C)OC(=O)CCCC/C=C\C/C=C\C/C=C\CCCCC